N(N)C1=NN=C(N1N)C1=NNC(=C1)[N+](=O)[O-] 3-hydrazino-5-(5-nitro-1H-pyrazole-3-yl)-4H-1,2,4-triazole-4-amine